ClC=1C(=C(N)C=CC1OC=1C=C2C(=NC1)N(C=N2)C)F 3-chloro-2-fluoro-4-((3-methyl-3H-imidazo[4,5-b]pyridin-6-yl)oxy)aniline